3-AMINO-2,4-DICHLORO-PHENOL NC=1C(=C(C=CC1Cl)O)Cl